1-phenyl-1,2-propanedione-2-[O-(ethoxycarbonyl)oxime] oxime C(C)OC(ON=C(C(=O)C1=CC=CC=C1)C)=NO